BrC1=C(OCCNC(OC(C)(C)C)=O)C=C(C=C1)OC tert-butyl 2-(2-bromo-5-methoxyphenoxy)ethylcarbamate